(1R,3S)-3-amino-1-cyclopentanol hydrochloride Cl.N[C@@H]1C[C@@H](CC1)O